Hexane-4-amine hydrochloride Cl.CCCC(CC)N